para-aminobenzyl cyanide NC1=CC=C(CC#N)C=C1